5-[(Diphenylmethylene)amino]-2-[4-(trifluoromethyl)-1H-pyrazol-1-yl]pyridine-3-sulfonamide C1(=CC=CC=C1)C(C1=CC=CC=C1)=NC=1C=C(C(=NC1)N1N=CC(=C1)C(F)(F)F)S(=O)(=O)N